F[C@H]1CNCC[C@@H]1C1=CC=CC=2N(C(N(C21)C)=O)C2C(NC(CC2)=O)=O 3-[4-[(3R,4R)-3-fluoro-4-piperidyl]-3-methyl-2-oxo-benzimidazol-1-yl]piperidine-2,6-dione